AMINOETHYLAMINOPROPYLMETHOXYSILANE NCCNCCC[SiH2]OC